C(C)(C)(C)OC(=O)N1[C@@H](C[C@@H](C1)C1=CC=C(C=C1)F)CO (2S,4R)-4-(4-fluorophenyl)-2-(hydroxymethyl)pyrrolidine-1-carboxylic acid tert-butyl ester